FC1=CC=C(C=C1)N1C(C(=NC=C1C)C(=O)NC1=CC=C(C=C1)OC1=CC=NC2=CC(=CN=C12)OC)=O 4-(4-Fluorophenyl)-N-[4-[(7-methoxy-1,5-naphthyridin-4-yl)oxy]phenyl]-5-methyl-3-oxopyrazine-2-carboxamide